OC(C(C1=CC=CC=C1)(C1=CC=CC=C1)O[Si](C)(C)C)(C1=CC=CC=C1)C1=CC=CC=C1 1-hydroxy-2-trimethylsiloxy-1,1,2,2-tetraphenylethane